C(C)(=O)C1=C(C=C(C(=C1)C#N)C)NC(C1=C(C=CC(=C1)C#N)Cl)=O N-(2-acetyl-4-cyano-5-methyl-phenyl)-2-chloro-5-cyano-benzamide